3-aminotetra-hydrothiophene 1,1-dioxide NC1CS(CC1)(=O)=O